NC1=NC=2C=CC(=CC2C2=C1[C@H](OC2)C)C(=O)N(CC2=NC=C(C=C2)C(F)(F)F)CC2CC2 (3R)-4-amino-N-(cyclopropylmethyl)-3-methyl-N-((5-(trifluoromethyl)-2-pyridinyl)methyl)-1,3-dihydrofuro[3,4-c]quinoline-8-carboxamide